BrC=1C2=CC=CC=C2C(=C2C=CC=CC12)C1=CC=CC2=CC=CC=C12 9-bromo-(10-naphthalen-1-yl)anthracene